5-fluoro-4-(3-(2-oxooxazolidin-3-yl)phenyl)pyrimidin FC=1C(=NC=NC1)C1=CC(=CC=C1)N1C(OCC1)=O